O1CCC2=C1C=CC(=C2)C(C)N2C=1N(C(C=C2C)=O)N=C(C1N1CCCCC1)C1=CC=CC=C1 1-(2,3-Dihydrobenzofuran-5-yl)ethyl-5-methyl-2-phenyl-3-(piperidin-1-yl)pyrazolo[1,5-a]pyrimidin-7(4H)-one